O=C1NC(CCC1N1C(C2=CC=CC(=C2C1=O)OCC(=O)NCCOCCOCCO)=O)=O 2-((2-(2,6-Dioxopiperidin-3-yl)-1,3-dioxoisoindolin-4-yl)oxy)-N-(2-(2-(2-hydroxyethoxy)ethoxy)ethyl)acetamide